C1(CC1)CN1C(=CC2=CC=CC(=C12)OC[C@@H]1NC(CC1)=O)C1=NN2C(C(=CC(=C2)C(=O)O)OC)=C1C (R)-2-(1-(Cyclopropylmethyl)-7-((5-oxopyrrolidin-2-yl)methoxy)-1H-indol-2-yl)-4-methoxy-3-methylpyrazolo[1,5-a]pyridine-6-carboxylic acid